NC=1SC=C(N1)C=1N=NN(C1)[C@@H]1[C@H]([C@@H](SC2=CC(=C(C=C2)C#N)Cl)O[C@@H]([C@@H]1O)CO)OC 3-Chloro-4-cyanophenyl 3-[4-(2-aminothiazol-4-yl)-1H-1,2,3-triazol-1-yl]-3-deoxy-2-O-methyl-1-thio-α-D-galactopyranoside